C1(=CC=CC=C1)C1=CC=C(C=C1)[Si](OCC)(OCC)OCC 4-phenylphenyltriethoxysilane